OC1=C(C=CC(=C1C)O)C(CC)=O 2',4'-dihydroxy-3'-methylpropiophenone